ClC1=C(C(=CC=C1)Cl)N1N=C(C(=C1)NC1=CC=C(C=C1)C(=O)N1C[C@H](CC1)F)C(=O)N (S)-1-(2,6-dichlorophenyl)-4-((4-(3-fluoropyrrolidine-1-carbonyl)phenyl)amino)-1H-pyrazole-3-carboxamide